ClC=1C=C(CNC2=NC(=NC3=CC=C(C=C23)C=2C=CC(N(C2)C)=O)C=2C=NN(C2)CC(C)(C)O)C=CC1 5-(4-((3-chlorobenzyl)amino)-2-(1-(2-hydroxy-2-methylpropyl)-1H-pyrazol-4-yl)quinazolin-6-yl)-1-methylpyridin-2(1H)-one